FC(CCCCOS(=O)(=O)C1=CC=C(C=C1)C)(F)F.O=C1NC(CCC1NC=1C=C(C=CC1)NC(=O)C1CC1)=O N-(3-(2,6-dioxopiperidin-3-ylamino)phenyl)cyclopropanecarboxamide 5,5,5-trifluoropentyl-4-methylbenzenesulfonate